6-(piperidin-3-yl)-6-azaspiro[2.5]octane N1CC(CCC1)N1CCC2(CC2)CC1